FC1=C(C=CC=C1C=1C=NN(C1)[C@H](C)C1=CC=CC=C1)C1=CC=2N(C=C1)N=C(N2)N |r| racemic-7-(2-fluoro-3-(1-(1-phenylethyl)-1H-pyrazol-4-yl)phenyl)-[1,2,4]triazolo[1,5-a]pyridin-2-amine